C(C)OC1=NC=CC=C1C1=C(C=C2C(=N1)C(=NN2CC)C)C 5-(2-ethoxy-3-pyridinyl)-1-ethyl-3,6-dimethyl-pyrazolo[4,3-b]pyridine